vinylbenzyltriphenyl-phosphonium acetate C(C)(=O)[O-].C(=C)C1=C(C=CC=C1)[P+](C1=CC=CC=C1)(C1=CC=CC=C1)CC1=CC=CC=C1